ortho-fluorobenzonitrile FC1=C(C#N)C=CC=C1